3-adamantanedimethanol di-p-toluenesulfonate CC1=CC=C(C=C1)S(=O)(=O)OCC12CC3(CC(CC(C1)C3)C2)COS(=O)(=O)C2=CC=C(C)C=C2